B(OC12C(CCC(C1(C)C)C2)C)[O-] pinanyl boronate